COC1=C(C=CC=C1C=1N=NN(N1)C)NC1=C2C(=NC(=C1)NC1=NC=CC=C1)NN(C2=O)C 4-((2-methoxy-3-(2-methyl-2H-tetrazol-5-yl)phenyl)amino)-2-methyl-6-(pyridin-2-ylamino)-1,2-dihydro-3H-pyrazolo[3,4-b]pyridin-3-one